2-((2R,3S,4S,5R)-3-(3,4-difluoro-2-methoxyphenyl)-4,5-dimethyl-5-(trifluoromethyl)tetrahydrofuran-2-yl)-5-(2-hydroxyethoxy)-6-methylpyrimidin-4(1H)-one FC=1C(=C(C=CC1F)[C@H]1[C@@H](O[C@]([C@H]1C)(C(F)(F)F)C)C=1NC(=C(C(N1)=O)OCCO)C)OC